OC=1C=C(C=CC1O)/C=C/C(=O)NCCC1=CC=C(C=C1)OC=1SC=CC1 (E)-3-(3,4-dihydroxyphenyl)-N-(4-(thien-2-yloxy)phenethyl)acrylamide